5-methylpyrrolo[2,1-f][1,2,4]triazine CC=1C=CN2N=CN=CC21